4-((2R,4R)-4-(cyclopropylmethoxy)-1-((5-methoxy-7-methyl-1H-indol-4-yl)methyl)piperidin-2-yl)benzoic acid C1(CC1)CO[C@H]1C[C@@H](N(CC1)CC1=C2C=CNC2=C(C=C1OC)C)C1=CC=C(C(=O)O)C=C1